C(#N)CN(S(=O)(=O)C)C1=CC=C(C=C1)C1=CSC2=C1N=C(N=C2)NC2=CC=C(C=C2)N2CCOCC2 N-(cyanomethyl)-N-(4-(2-(4-morpholinophenylamino)thieno[3,2-d]pyrimidin-7-yl)phenyl)methanesulfonamide